(3R,4R,5R)-2-acetoxy-5-((benzoyloxy)methyl)tetrahydrofuran C(C)(=O)OC1O[C@H](CC1)COC(C1=CC=CC=C1)=O